(2S,4R)-4-((tert-butyldimethylsilyl)oxy)-1-(2-(3-hydroxyisoxazol-5-yl)-3-methylbutanoyl)N-((S)-1-(4-(4-methyl-1λ3,3λ2-thiazol-5-yl)phenyl)ethyl)pyrrolidine-2-carboxamide [Si](C)(C)(C(C)(C)C)O[C@@H]1C[C@H](N(C1)C(C(C(C)C)C1=CC(=NO1)O)=O)C(=O)N[C@@H](C)C1=CC=C(C=C1)C1=C([N]C=[S]1)C